3-(dimethylamino)-2-(3-fluoro-4-methylphenyl)prop-2-enal CN(C=C(C=O)C1=CC(=C(C=C1)C)F)C